ClC1=CC(=C(C=C1)[C@@]1(OC2=C(C=CC=C2C=C1F)C1CCN(CC1)CC1=NC=2C(=NC(=CC2)C(=O)O)N1C[C@H]1OCC1)[2H])OC([2H])([2H])[2H] 2-((4-((S)-2-(4-chloro-2-(methoxy-d3)phenyl)-3-fluoro-2H-chromen-8-yl-2-d)piperidine-1-yl)methyl)-3-(((S)-oxetan-2-yl)methyl)-3H-imidazo[4,5-b]pyridine-5-carboxylic acid